Methyl 3-(7-(2-(cyclohex-2-en-1-ylamino)-2-oxoethoxy)naphthalen-2-yl)-3-(6-methyl-2,3-dihydrobenzofuran-5-yl)propanoate C1(C=CCCC1)NC(COC1=CC=C2C=CC(=CC2=C1)C(CC(=O)OC)C=1C(=CC2=C(CCO2)C1)C)=O